ClC1=CN=C(S1)C=1C=C(C(=O)N[C@H](C)C=2C=NC(=NC2)C(F)(F)F)C=C(C1)OC(C)C(C)O 3-(5-chloro-1,3-thiazol-2-yl)-5-{[3-hydroxybut-2-yl]oxy}-N-{(1R)-1-[2-(trifluoromethyl)pyrimidin-5-yl]ethyl}-benzamide